6-chloro-1-(4,6-dicyclopropyl-5-pyrimidinyl)-7-(2-fluoro-6-hydroxyphenyl)-4-((2S)-2-methyl-4-(2-propenoyl)-1-piperazinyl)pyrido[2,3-d]pyrimidin-2(1H)-one ClC1=CC2=C(N(C(N=C2N2[C@H](CN(CC2)C(C=C)=O)C)=O)C=2C(=NC=NC2C2CC2)C2CC2)N=C1C1=C(C=CC=C1O)F